C(CCCC[C@@H]1SC[C@@H]2NC(=O)N[C@H]12)(=O)NCCCCCN 5-(Biotinamido)pentylamine